Cl.CN(C[C@@H]([C@@H](CC)C=1C=C(C=CC1)O)C)C 3-[(1R,2R)-3-(dimethylamino)-1-ethyl-2-methylpropyl]phenol hydrochloride